19-bromo-4,6,8,10,12,14,16-heptamethylnonadecyl octyloxymethyl ether C(CCCCCCC)OCOCCCC(CC(CC(CC(CC(CC(CC(CCCBr)C)C)C)C)C)C)C